2-{(5S)-3-[2-(1-{[3,5-Bis(difluoromethyl)-1H-pyrazol-1-yl]acetyl}piperidin-4-yl)-1,3-thiazol-4-yl]-4,5-dihydro-1,2-oxazol-5-yl}-3-chlorophenyl methanesulfonat CS(=O)(=O)OC1=C(C(=CC=C1)Cl)[C@@H]1CC(=NO1)C=1N=C(SC1)C1CCN(CC1)C(CN1N=C(C=C1C(F)F)C(F)F)=O